C(C)(C)C1=C(C(=CC=C1)C(C)C)N=CC=NC1=C(C=CC=C1C(C)C)C(C)C N,N'-bis(2,6-diisopropylphenyl)-1,2-ethanediimine